4-bromo-2-chloro-5-(isopropylsulfanyl)thiazole ammonium copper(II) chromate [Cr](=O)(=O)([O-])[O-].[Cu+2].[NH4+].BrC=1N=C(SC1SC(C)C)Cl